C(C)(C)(C)OC(=O)N1[C@H]2CN(C[C@@H]1CC2)C2=NC(=NC1=C(C(=C(C=C21)C([2H])([2H])[2H])Br)F)Cl (1R,5s)-3-(7-bromo-2-chloro-8-fluoro-6-(methyl-d3)quinazolin-4-yl)-3,8-diazabicyclo[3.2.1]octane-8-carboxylic acid tert-butyl ester